ClC=1C=C2C(N(C(C2=CC1C1=CN=NN1)=O)C=1C=C(C=CC1)C1=CC=CC=C1)=O 3-[5-chloro-1,3-dioxo-6-(1H-1,2,3-triazol-5-yl)-2,3-dihydro-1H-isoindol-2-yl][1,1'-biphenyl]